[N+](=[N-])=CC(CC[C@@H](C(=O)OC(C)C)NC([C@H](C(C)C)S(=O)(=O)C)=O)=O isopropyl (S)-6-diazo-2-((S)-3-methyl-2-(methylsulfonyl)butanamido)-5-oxohexanoate